((R)-3-aminopiperidin-1-yl)(2-(1-(cyclopropylmethyl)-7-(1-(tetrahydro-2H-pyran-2-carbonyl)piperidin-4-yl)-1H-indol-2-yl)-4-methoxy-3-methylpyrazolo[1,5-a]pyridin-6-yl)methanone N[C@H]1CN(CCC1)C(=O)C=1C=C(C=2N(C1)N=C(C2C)C=2N(C1=C(C=CC=C1C2)C2CCN(CC2)C(=O)C2OCCCC2)CC2CC2)OC